methyl 3-[4-[3-(dimethylamino) azetidin-1-yl]anilino]-5-(methylamino)-6-(3-methylimidazo[4,5-c]pyridin-7-yl)pyrazine-2-carboxylate CN(C1CN(C1)C1=CC=C(NC=2C(=NC(=C(N2)NC)C=2C3=C(C=NC2)N(C=N3)C)C(=O)OC)C=C1)C